FC1=C(C=CC(=O)NC(=N)N)C=CC=C1 2-Fluorocinnamoylguanidin